C(C)(=O)[O-].[Hg+2].C(C)(=O)[O-] Mercury(II) acetate